FC1=CC=C(C=C1)C(N1C[C@@H](N(C[C@H]1C)C=1C2=C(N=C(N1)NN)SC(=N2)CCC#N)C)C2=CC=C(C=C2)F 3-(7-((2S,5R)-4-(bis(4-fluorophenyl)methyl)-2,5-dimethylpiperazin-1-yl)-5-hydrazineylthiazolo[5,4-d]pyrimidin-2-yl)propanenitrile